5-Fluorobenzo[d]oxazole-2-carboxylic acid FC=1C=CC2=C(N=C(O2)C(=O)O)C1